C(C)(C)(C)OC(=O)N1CCN(CC1)C1=C(C=C(C(=C1)OC)NC1=NC=CC(=N1)C1=CN(C2=CC=CC=C12)C1CC1)NC(C)=O 4-(2-acetylamino-4-((4-(1-cyclopropyl-1H-indol-3-yl)pyrimidin-2-yl)amino)-5-methoxyphenyl)piperazine-1-carboxylic acid tert-butyl ester